C1(=CC=CC=C1)C=CC(CCCCC(C)=O)=O 9-Phenylnon-8-ene-2,7-dione